2-(3,5-dimethyl-1H-1,2,4-triazol-1-yl)-N-methylethan-1-amine CC1=NN(C(=N1)C)CCNC